C(C)NC=1C=C(C=C2[C@@](C(NC12)=O)(C)N1C[C@@H]([C@@H](CC1)C1=CC=CC=C1)C(=O)NC)F (3R,4R)-1-[(3R)-7-(ethylamino)-5-fluoro-3-methyl-2-oxo-indolin-3-yl]-N-methyl-4-phenyl-piperidine-3-carboxamide